(1R,2R)-N-(1-chloro-4-(6-((R)-1-hydroxybutyl)-4-methylpyridin-3-yl)imidazo[1,2-a][1,6]naphthyridin-8-yl)-2-fluorocyclopropane-1-carboxamide ClC1=CN=C2N1C1=CC(=NC=C1C=C2C=2C=NC(=CC2C)[C@@H](CCC)O)NC(=O)[C@@H]2[C@@H](C2)F